C(#N)C(C1=CN=CC2=C(C(=CC=C12)F)F)NC(=O)C1(C(C1)C1CC1)NC(=O)C=1NC2=C(C(=CC=C2C1)F)F N-[1-[[cyano-(7,8-difluoro-4-isoquinolyl)methyl]carbamoyl]-2-cyclopropyl-cyclopropyl]-6,7-difluoro-1H-indole-2-carboxamide